methyl 2-(2-fluoro-6-methoxy-phenyl)propanoate FC1=C(C(=CC=C1)OC)C(C(=O)OC)C